O=C1NC(CCC1C1=C(C(=C(C=C1)N1CC(C1)NC(OCC1CC2(C1)CCC2)=O)OC)F)=O spiro[3.3]heptan-2-ylmethyl (1-(4-(2,6-dioxopiperidin-3-yl)-3-fluoro-2-methoxyphenyl)azetidin-3-yl)carbamate